ClC1=CC=C2C(=CNC2=C1C(F)F)S(=O)(=O)NC1=NC=C(C=C1F)OCC(F)F 6-chloro-N-[5-(2,2-difluoroethoxy)-3-fluoropyridin-2-yl]-7-(difluoromethyl)-1H-indole-3-sulfonamide